C(C)C1=C(C(=CC=C1)CC)NC(C1=NC=CC=C1)=O N-(2,6-diethylphenyl)picolinamide